tert-Butyl 3-(2,2-dimethylpropoxy)pyrazole-1-carboxylate CC(COC1=NN(C=C1)C(=O)OC(C)(C)C)(C)C